Methyl 1-((3-ethoxy-N-methyl-3-oxopropanamido) (4-(trifluoromethyl)phenyl) methyl)cyclohexanecarboxylate C(C)OC(CC(=O)N(C)C(C1(CCCCC1)C(=O)OC)C1=CC=C(C=C1)C(F)(F)F)=O